[Si](C1=CC=CC=C1)(C1=CC=CC=C1)(C(C)(C)C)O[C@H]1[C@](C[C@]2(CO2)CC1)(C)CN1C=NC2=C1C=C(C=C2)C#N (((3s,5s,6r)-6-((tert-butyldiphenylsilyl)oxy)-5-methyl-1-oxaspiro[2.5]oct-5-yl)methyl)-1H-benzo[d]imidazole-6-carbonitrile